2-fluoro-4-[2-fluoro-4-(2-pentylthieno[3,2-b]thiophen-5-yl)phenyl]-6-methylaniline FC1=C(N)C(=CC(=C1)C1=C(C=C(C=C1)C1=CC=2SC(=CC2S1)CCCCC)F)C